ClC1=C(C=CC(=C1)F)C#CC(=O)OC1=NC(=CC=C1)N(C)CC(=O)OC 6-((2-methoxy-2-oxoethyl)(methyl)amino)pyridin-2-yl 3-(2-chloro-4-fluorophenyl)propiolate